(Z)-oxocycloheptadec-8-en-2-one O=C1C(CCCCC\C=C/CCCCCCCC1)=O